N1(C=NC=C1)C1=NC=CC(=C1)CNC(=O)N[C@H]1[C@@H](C1)C1=CC=CC=C1 1-[(2-imidazol-1-ylpyridin-4-yl)methyl]-3-[(1R,2S)-2-phenylcyclopropyl]urea